C(C)[N+](CCCCCCCCCCCCC[N+](CC)(CC)CC)(CC)CC tridecamethylenebis(triethylammonium)